C[Si](O[Si](O[SiH2]O[SiH3])(O[SiH2]O[SiH3])O[Si](C)(C)C)(C)C bis((trimethylsilyl)oxy)pentasiloxane